C(=C)C=1C=C(C=2N(C1)N=CN2)C(=O)OC methyl 6-vinyl-[1,2,4]triazolo[1,5-a]pyridine-8-carboxylate